2,2-difluoropropyl (3-(3,3-difluorocyclobutyl)-1,4-dimethyl-1H-pyrazol-5-yl)carbamate FC1(CC(C1)C1=NN(C(=C1C)NC(OCC(C)(F)F)=O)C)F